6-((R)-3-(2,3-difluorophenyl)isooxazolidin-2-yl)-N-(4-(4-((S)-3,4-dimethylpiperazin-1-yl)piperidin-1-yl)-2-methoxyphenyl)pyrimidin-4-amine FC1=C(C=CC=C1F)[C@@H]1N(OCC1)C1=CC(=NC=N1)NC1=C(C=C(C=C1)N1CCC(CC1)N1C[C@@H](N(CC1)C)C)OC